2-(3-oxoisoindolin-1-yl)acetic acid O=C1NC(C2=CC=CC=C12)CC(=O)O